cobalt-lead [Pb].[Co]